N,N-dimethylaminopropyl-oleamide CNN(C(C(CCCCCC\C=C/CCCCCCCC)CCC)=O)NC